FC1(CCN(CCC1)C1=NC=2CCCCC2C=C1C(=O)O)F 2-(4,4-difluoroazepan-1-yl)-5,6,7,8-tetrahydroquinoline-3-carboxylic acid